1-tert-butoxy-2,3-epoxypropane C(C)(C)(C)OCC1CO1